ClC1=NC(=NC(=C1Cl)Cl)C1=CC=NC=C1 4,5,6-trichloro-2-pyridin-4-yl-pyrimidine